Cl.ClC1=CC=C2C(N(NC2=C1)[C@H](C)C1CCC(CC1)C1=CC(=NC=C1)C)=O 6-chloro-2-((R)-1-((1s,4s)-4-(2-methylpyridin-4-yl)cyclohexyl)ethyl)-1,2-dihydro-3H-indazol-3-one hydrochloride